2-methyl-2,6-diazaspiro[3.3]heptane dihydrochloride Cl.Cl.CN1CC2(C1)CNC2